BrC1=CC=C2C(=NN(C2=C1)C)N1C(NC(CC1)=O)=O 1-(6-Bromo-1-methylindazol-3-yl)-1,3-diazinane-2,4-dione